4-{[(3R)-3-aminopiperidin-1-yl]methyl}-N-{6-[4-(morpholin-4-yl)-7H-pyrrolo[2,3-d]pyrimidin-6-yl]pyridin-3-yl}pyridine-2-carboxamide N[C@H]1CN(CCC1)CC1=CC(=NC=C1)C(=O)NC=1C=NC(=CC1)C1=CC2=C(N=CN=C2N2CCOCC2)N1